C(C)OC(=O)C1=CC(=CN1C1=NC=CC=C1)C(=O)O 5-(ethoxycarbonyl)-1-(pyridin-2-yl)-1H-pyrrole-3-carboxylic acid